TRANS-3-(((TERT-BUTYLDIPHENYLSILYL)OXY)METHYL)CYCLOBUTYL METHANESULFONATE CS(=O)(=O)O[C@@H]1C[C@H](C1)CO[Si](C1=CC=CC=C1)(C1=CC=CC=C1)C(C)(C)C